2-(2-((5-(1-aminoisoquinolin-7-yl)-1-isopropyl-1H-indazol-3-yl)methoxy)-4-methoxyphenyl)acetic acid NC1=NC=CC2=CC=C(C=C12)C=1C=C2C(=NN(C2=CC1)C(C)C)COC1=C(C=CC(=C1)OC)CC(=O)O